1-(5-bromo-4-methylpyridin-2-yl)azetidin-2-one tert-butyl-4-[(R)-(5-chloro-2-pyridyl)-cyclopropyl-methyl]-4-hydroxy-piperidine-1-carboxylate C(C)(C)(C)OC(=O)N1CCC(CC1)(O)[C@H](C1CC1)C1=NC=C(C=C1)Cl.BrC=1C(=CC(=NC1)N1C(CC1)=O)C